O=C1NCC[C@@H]([C@H]1C(=O)NC1=C(C(=C(C=C1)F)F)F)C1=CC(=CC=C1)C(F)(F)F (3R,4S)-2-oxo-4-[3-(trifluoromethyl)phenyl]-N-[2,3,4-trifluorophenyl]-3-piperidinecarboxamide